C(CC)OC=1C2=C(N=CN1)CN(CC2)C(=O)OC(C)(C)C tert-Butyl 4-propoxy-5,6-dihydropyrido[3,4-d]pyrimidine-7(8H)-carboxylate